CC1(OC(CC(O1)=O)=O)C 2,2-Dimethyl-1,3-dioxan-4,6-dion